FCCCNCCOC1=C(C=CC(=C1)[C@H]1N([C@@H](CC2=C1NC1=CC=CC=C21)C)CC(F)(F)F)C 3-fluoro-N-(2-(2-methyl-5-((1R,3R)-3-methyl-2-(2,2,2-trifluoroethyl)-2,3,4,9-tetrahydro-1H-pyrido[3,4-b]indol-1-yl)phenoxy)ethyl)propan-1-amine